2-({4-[(2S)-2-(4-chloro-2-fluorophenyl)-2-methyl-2H-1,3-benzodioxol-4-yl]piperidin-1-yl}methyl)-N-(2-methoxyethyl)-5-[5-(trifluoromethyl)-4H-1,2,4-triazol-3-yl]pyridin-3-amine ClC1=CC(=C(C=C1)[C@@]1(OC2=C(O1)C=CC=C2C2CCN(CC2)CC2=NC=C(C=C2NCCOC)C2=NN=C(N2)C(F)(F)F)C)F